C(C)(C)C1=NC(=NO1)C=1C=C2CC[C@H](C2=CC1)NC(C)=O (R)-N-(5-(5-isopropyl-1,2,4-oxadiazol-3-yl)-2,3-dihydro-1H-inden-1-yl)acetamide